OS(=O)(=O)C(F)(F)F.C(CCCCCCCCCCC)N1CCCC1 N-dodecylpyrrolidine triflate